CN(S(=O)(=O)N1C(C(C(C1)C)C1=NN(C(=C1)N(C)CC1=CC=C(C=C1)F)C(=O)C1=COC=C1)C(=O)O)C 1-(dimethylsulfamoyl)-3-(5-{[(4-fluorophenyl)methyl](methyl)amino}-1-(furan-3-carbonyl)-1H-pyrazol-3-yl)-4-methylpyrrolidine-2-carboxylic acid